O[C@H]1C[C@H](N(C1)CC=1C=C2C(=NC1)C(=CS2)NC=2C(=C(C=CC2)C2=CC=CC=C2)C)C(=O)O (2S,4S)-4-hydroxy-1-((3-((2-methyl-[1,1'-biphenyl]-3-yl)amino)thieno[3,2-b]pyridin-6-yl)methyl)pyrrolidine-2-carboxylic acid